OC=1C=C(C=CC1O)/C=C/C(=O)NCCC1=CC=C(C=C1)OCC1N(CCC1)C (E)-3-(3,4-dihydroxyphenyl)-N-(4-((1-methylpyrrolidin-2-yl)methoxy)phenethyl)acrylamide